2-mercaptoethyl-diethoxymethoxysilane SCC[SiH2]OC(OCC)OCC